5-(3-(3,7-dimethylocta-2,6-dien-1-yl)-2,4-dihydroxy-6-pentylphenyl)-1,3,4-oxadiazol-2(3H)-one CC(=CCC=1C(=C(C(=CC1O)CCCCC)C1=NNC(O1)=O)O)CCC=C(C)C